BrC1=CC=C(C=C1)C1=CC=C(C=C1)C(C(CC)C)=O 1-[4-(4-bromophenyl)phenyl]-2-methyl-butan-1-one